CC1=CC=C(C=C1)S(=O)(=O)N1C=C(C2=CC(=CC=C12)C#N)CCCCl 1-p-toluenesulfonyl-3-(3-chloropropyl)-5-cyanoindole